resorcinolDIGLYCIDYL ETHER (Z)-tert-butyl-3-(1-oxo-1,3-dihydroisobenzofuran-5-yl)but-2-enoate C(C)(C)(C)OC(\C=C(\C)/C=1C=C2COC(C2=CC1)=O)=O.C=1(O)C2=C(O)C(=CC1)C1C(COCC3C2O3)O1